C1(CC1)C=1C(=NON1)C(=O)N[C@H](C=1N=C2N(N=CC(=C2)C[C@@H]2C(N[C@@H](C2)C)=O)C1)C1CCC(CC1)(F)F |o1:21,24| 4-Cyclopropyl-N-((S)-(4,4-difluorocyclohexyl)(7-(((3S*,5R*)-5-methyl-2-oxopyrrolidin-3-yl)methyl)imidazo[1,2-b]pyridazin-2-yl)methyl)-1,2,5-oxadiazole-3-carboxamide